CN1N=C2C=C(C=CC2=C1C)CN1CCC2(CC1)COC1=C3CN(C(C3=CC=C12)=O)[C@@H]1C(NC(CC1)=O)=O (S)-3-(1'-((2,3-dimethyl-2H-indazol-6-yl)methyl)-6-oxo-6,8-dihydro-2H,7H-spiro[furo[2,3-e]isoindole-3,4'-piperidin]-7-yl)piperidine-2,6-dione